OC1=C(\C=C/2\C(N(C(C2)=O)C(CCCCCC[NH-])O)=O)C=CC=C1 (E)-7-(3-(2-hydroxybenzylidene)-2,5-diketopyrrolidinyl)-N-hydroxyheptylamide